OCNC(C(=C)C)=O N-(hydroxymethyl)methacrylamide